FC=1C=C(C=C(C1)C(=O)OC)N1[C@H]2[C@@H](CCC1)N(CC2)C(=O)OC(C)(C)C Tert-butyl (3aR,7aR)-4-(3-fluoro-5-(methoxycarbonyl)phenyl)octahydro-1H-pyrrolo[3,2-b]pyridine-1-carboxylate